N,N'-di-(1-naphthyl)-N,N'-diphenyl-1,1'-biphenyl-4,4'-diamine C1(=CC=CC2=CC=CC=C12)N(C1=CC=C(C=C1)C1=CC=C(C=C1)N(C1=CC=CC=C1)C1=CC=CC2=CC=CC=C12)C1=CC=CC=C1